NC(C(O)C1=CC=CC=C1)CO 2-amino-1-phenyl-propane-1,3-diol